CNC=1N=CC(=C2C=C(N=CC12)NC(=O)C1CC1)C=1OC2=C(N1)C=C(C=C2)C2(OCCC2)C N-(8-(methylamino)-5-(5-(2-methyltetrahydrofuran-2-yl)benzo[d]oxazol-2-yl)-2,7-naphthyridin-3-yl)cyclopropanecarboxamide